methyl 2-(4-(1,3-dioxolan-2-yl)-3-((4-methoxybenzyl)oxy)phenyl)acetate O1C(OCC1)C1=C(C=C(C=C1)CC(=O)OC)OCC1=CC=C(C=C1)OC